N(=[N+]=[N-])[C@H](CO[Si](C)(C)C(C)(C)C)C(F)F (R)-(2-azido-3,3-difluoropropoxy)(tert-butyl)dimethylsilane